5-((2-cyclopropyl-6,8-dimethyl-3,4-dihydroquinolin-1(2H)-yl)sulfonyl)-2-((tetrahydro-2H-pyran-4-yl)methoxy)benzyl alcohol C1(CC1)C1N(C2=C(C=C(C=C2CC1)C)C)S(=O)(=O)C=1C=CC(=C(CO)C1)OCC1CCOCC1